N-(piperidin-4-yl)-5-(trifluoromethyl)pyridin-2-amine hydrochloride Cl.N1CCC(CC1)NC1=NC=C(C=C1)C(F)(F)F